(3S,4S)-3-(4-Fluorophenoxymethyl)-4-methyl-2-[5-methyl-2-(pyrimidin-2-yl)benzoyl]-2-azabicyclo[3.1.1]heptan FC1=CC=C(OC[C@H]2N(C3CC([C@@H]2C)C3)C(C3=C(C=CC(=C3)C)C3=NC=CC=N3)=O)C=C1